1-(5-{3',5-Difluoro-2',7-dimethyl-1H,2'H-[3,4'-biindazol]-1-yl}pyridin-2-yl)piperidine-4-carboxylic acid methyl ester COC(=O)C1CCN(CC1)C1=NC=C(C=C1)N1N=C(C2=CC(=CC(=C12)C)F)C=1C2=C(N(N=C2C=CC1)C)F